11-(4-chlorothien-2-yl)-8-((3S,5R)-3,5-dimethylpiperazin-1-yl)-3-(pyrimidin-2-yl)-10-(trifluoromethyl)-3,4-dihydro-2H,6H-[1,4]thiazepino[2,3,4-ij]quinazolin-6-one ClC=1C=C(SC1)C1=C(C=C2C(=NC(N3C2=C1SCC(C3)C3=NC=CC=N3)=O)N3C[C@@H](N[C@@H](C3)C)C)C(F)(F)F